(S)-3-amino-3-(3-(trifluoromethyl)phenyl)propionic acid tert-butyl ester C(C)(C)(C)OC(C[C@@H](C1=CC(=CC=C1)C(F)(F)F)N)=O